COC([C@H](CSC1=C(C(N2N(C1=O)CC(C2)C(=O)OC(C)(C)C)=O)SC2=CC=CC=C2)NC)=O tert-butyl 7-[(2R)-3-methoxy-2-(methylamino)-3-oxo-propyl]sulfanyl-5,8-dioxo-6-phenylsulfanyl-2,3-dihydro-1H-pyrazolo[1,2-a]pyridazine-2-carboxylate